C(C)N(S(=O)=O)CC N,N-diethylsulfonamide